FC1=CC=C(C=C1)C=1SC(=C(N1)C1=CC(=CC=C1)C)C1=CC(=NC=C1)NC(CCC1=CC=CC=C1)=O N-[4-[2-(4-fluorophenyl)-4-(3-methylphenyl)-1,3-thiazol-5-yl]-2-pyridyl]-3-phenylpropionamide